(2S)-N-{1-cyano-2-[2,8-difluoro-9-(oxetan-3-yl)-6H-benzo[c]chromen-3-yl]ethyl}-1,4-oxazepane-2-carboxamide C(#N)C(CC1=C(C=C2C3=C(COC2=C1)C=C(C(=C3)C3COC3)F)F)NC(=O)[C@H]3OCCCNC3